S(=O)(=O)(OC1=C(C=CC=C1O)O)O 2,6-dihydroxyphenyl hydrogen sulfate